O=C1N(C(C2=CC=CC=C12)=O)C1(CC(C1)OCC)C(=O)OCC ethyl trans-1-(1,3-dioxo-1,3-dihydro-2H-isoindol-2-yl)-3-ethoxycyclobutane-1-carboxylate